8-((2S,5R)-4-(2-hydroxy-1-(5-(trifluoromethyl)pyridin-2-yl)ethyl)-2,5-dimethylpiperazin-1-yl)-5-methyl-6-oxo-5,6-dihydro-1,5-naphthyridine-2-carbonitrile OCC(C1=NC=C(C=C1)C(F)(F)F)N1C[C@@H](N(C[C@H]1C)C1=CC(N(C=2C=CC(=NC12)C#N)C)=O)C